Methyl 6-bromo-3-(bromomethyl)-2-chloropyridine-4-carboxylate BrC1=CC(=C(C(=N1)Cl)CBr)C(=O)OC